(3-(5-(2-chloro-[1,1'-biphenyl]-3-yl)-1,3,4-oxadiazol-2-yl) benzyl) glycinate NCC(=O)OCC1=CC(=CC=C1)C=1OC(=NN1)C=1C(=C(C=CC1)C1=CC=CC=C1)Cl